2-(isopropyl(methyl)amino)-9,10-dimethoxy-6,7-dihydro-4H-pyrimido[6,1-a]isoquinolin-4-one C(C)(C)N(C1=NC(N2C(C3=CC(=C(C=C3CC2)OC)OC)=C1)=O)C